7-chloro-1H-benzo[b]azepine-2,5-dione ClC1=CC2=C(NC(C=CC2=O)=O)C=C1